6-(4-(2-hydroxypropan-2-yl)phenyl)-4-(trans-4-methoxycyclohexyl)-3,4-dihydropyrazino[2,3-b]pyrazin-2(1H)-one OC(C)(C)C1=CC=C(C=C1)C=1N=C2C(=NC1)NC(CN2[C@@H]2CC[C@H](CC2)OC)=O